(5S,8R)-N-(3,4-dichlorophenyl)-6,7,8,9-tetrahydro-5H-5,8-epiminocyclohepta[d]pyrimidine-10-carbothioamide ClC=1C=C(C=CC1Cl)NC(=S)N1[C@H]2CC[C@@H]1CC=1N=CN=CC12